NCC(C(C)(O)C)O 1-amino-3-methyl-2,3-butanediol